(2R)-2-amino-2-phenylacetate N[C@@H](C(=O)[O-])C1=CC=CC=C1